FC(C1=C(C=CC(=C1)I)F)F 2-(Difluoromethyl)-1-fluoro-4-iodobenzene